NC1=C(C=C(N=N1)C1=C(C=CC=C1)O)N1CC2CCC(C1)N2C2=CC(=NC=C2)C#CCN2CC1(C2)CCOCC1 2-[6-amino-5-[8-[2-[3-(7-oxa-2-azaspiro[3.5]nonan-2-yl)prop-1-ynyl]-4-pyridinyl]-3,8-diazabicyclo[3.2.1]oct-3-yl]pyridazin-3-yl]phenol